2-((2-ethyl-8-methyl-6-(piperazin-1-yl)imidazo[1,2-a]pyridin-3-yl)(methyl)amino)-4-(4-fluorophenyl)thiazole-5-carbonitrile C(C)C=1N=C2N(C=C(C=C2C)N2CCNCC2)C1N(C=1SC(=C(N1)C1=CC=C(C=C1)F)C#N)C